C(C)OC(=O)C=1C(=NC(=C(C1)C#N)C)O 5-cyano-2-hydroxy-6-methylpyridine-3-carboxylic acid ethyl ester